2-(4-chloro-3-((S or R)-1-(((R)-phenyl((R)-1,2,3,4-tetrahydropyrido[2,3-b]pyrazin-3-yl)methyl)amino)propan-2-yl)phenyl)acetic acid ClC1=C(C=C(C=C1)CC(=O)O)[C@@H](CN[C@@H]([C@H]1CNC2=C(N1)N=CC=C2)C2=CC=CC=C2)C |o1:11|